triallyl-1,3,5-triacryloylhexahydro-1,3,5-triazine C(C=C)C1N(C(N(C(N1C(C=C)=O)CC=C)C(C=C)=O)CC=C)C(C=C)=O